C[Si](OCC1=C(C=CC=C1)[N+](=O)[O-])(OCC1=C(C=CC=C1)[N+](=O)[O-])C dimethyl-di(o-nitrobenzyloxy)silane